ClC=1C(=NC=CN1)C(C)=O 1-(3-chloropyrazin-2-yl)ethanone